C(C)C1=C(C(=CC(C1)(C)C)C)C 4-ethyl-2,3,6,6-tetramethyl-1,3-cyclohexadiene